(2R,3S,4S)-2-(pyridin-3-ylmethyl)pyrrolidine-3,4-diol N1=CC(=CC=C1)C[C@H]1NC[C@@H]([C@H]1O)O